OC(C(=O)C1=C(C=CC=C1)C)C Hydroxy-2-methyl-phenyl-propan-1-one